C(C)NNC(=O)C=1N=C(SC1)C=1C=NC=CC1 N'-ethyl-2-(pyridin-3-yl)thiazole-4-carbohydrazide